4-fluoro-1-(m-tolyl)-1H-indazol-6-amine hydrochloride Cl.FC1=C2C=NN(C2=CC(=C1)N)C=1C=C(C=CC1)C